Pentanoic acid, 2-methyl-ethyl ester C(CCCC)(=O)OCCC